FC=1C=C2C3(C(N(C2=CC1)C)=O)CCC(C(C3)(C)C)=O 5'-fluoro-1',5,5-trimethyl-2',4-dioxospiro[cyclohexane-1,3'-indolin]